[C@@H]1(CCC2=CC=CC=C12)NC(=O)C1=CC2=C(N=C(S2)C2CCNCC2)C=C1 (S)-N-(2,3-dihydro-1H-inden-1-yl)-2-(piperidin-4-yl)benzo[d]thiazole-6-carboxamide